methyl N2-(tert-butoxycarbonyl)-N4-trityl-D-asparaginate C(C)(C)(C)OC(=O)N[C@H](CC(NC(C1=CC=CC=C1)(C1=CC=CC=C1)C1=CC=CC=C1)=O)C(=O)OC